(2-chlorophenyl)-1-(((1R,3R)-3-hydroxycyclobutyl)amino)-6-(trifluoromethyl)-3H-pyrido[1,2-c]pyrimidin-3-one ClC1=C(C=CC=C1)C1=C2N(C(=NC1=O)NC1CC(C1)O)C=CC(=C2)C(F)(F)F